N1N=CC=C1C=1C=C(C=CC1)[C@@H](NC(=O)C1NCC(C1)F)C1=NC(=C(C=C1)C(C)C)F |o1:11| N-((R) or (S)-(3-(1H-pyrazol-5-yl)phenyl)(6-fluoro-5-isopropylpyridin-2-yl)methyl)-4-fluoropyrrolidine-2-carboxamide